C(C1=CC=CC=C1)SC=1C=C(C=NC1)COC1=C(C=O)C=C(C(=C1)OCC1=C(C(=CC=C1)C1=CC2=C(OCCO2)C=C1)C)Cl 2-((5-(Benzylthio)pyridin-3-yl)methoxy)-5-chloro-4-((3-(2,3-dihydrobenzo[b][1,4]dioxin-6-yl)-2-methylbenzyl)oxy)benzaldehyde